N1=C(C=CC=C1)C=1C=NC(=CC1)CNC1=CC(=NC=2N1N=CC2C2CC2)NC[C@@H]2[C@H](CNCC2)O (3R,4R)-4-(((7-(([2,3'-bipyridyl]-6'-ylmethyl)amino)-3-cyclopropylpyrazolo[1,5-a]pyrimidin-5-yl)amino)methyl)piperidin-3-ol